N1C(=NC2=C1C=CC=C2)C(N2C(C1=CC=CC=C1C2)=O)C2=C(C=CC(=C2)Cl)O 2-((1H-benzo[d]imidazole-2-yl)(5-chloro-2-hydroxyphenyl)methyl)isoindolin-1-one